The molecule is a primary ammonium ion obtained by protonation of the primary amino function of pyroglutamine. It is a conjugate acid of a pyroglutamine. C1CC(=O)NC(=O)C1[NH3+]